4-((R)-1-cyclobutylethylamino)-2-((1r,4R)-4-methoxycyclohexylamino)pyrimidine-5-carboxamide C1(CCC1)[C@@H](C)NC1=NC(=NC=C1C(=O)N)NC1CCC(CC1)OC